O=C1NC(CCC1N1C(C2=CC=C(C(=C2C1=O)F)CN1CCN(CC1)C1=CC=C(C=C1)C1=CC=C2CN(C(C2=C1)=O)C(C(=O)NC=1SC=CN1)C1=C(C=CC(=C1)F)O)=O)=O 2-(6-(4-(4-((2-(2,6-dioxopiperidin-3-yl)-4-fluoro-1,3-dioxoisoindolin-5-yl)methyl)piperazin-1-yl)phenyl)-1-oxoisoindolin-2-yl)-2-(5-fluoro-2-hydroxyphenyl)-N-(thiazol-2-yl)acetamide